2-[1-[(2,4-dichlorophenyl)methyl]-5-oxopyrrolidin-2-yl]-N-(trifluoromethylsulfonyl)acetamide ClC1=C(C=CC(=C1)Cl)CN1C(CCC1=O)CC(=O)NS(=O)(=O)C(F)(F)F